CC1=NC=C(C=N1)[C@H](CC(=O)O)N1CC(C1)CCCCC1=NC=2NCCCC2C=C1 (S)-3-(2-methylpyrimidin-5-yl)-3-(3-(4-(5,6,7,8-tetrahydro-1,8-naphthyridin-2-yl)butyl)azetidin-1-yl)propionic acid